NC1=NC(=C(C#N)C=C1)[C@H](C)CC (R)-6-amino-2-(sec-butyl)nicotinonitrile